(S)-3-aminooxetan-2-one 4-methylbenzenesulfonate CC1=CC=C(C=C1)S(=O)(=O)O.N[C@@H]1C(OC1)=O